tert-Butyl (S)-(1-amino-1-oxo-3-(2-oxo-2,3-dihydro-1H-benzo[d]imidazol-1-yl)propan-2-yl)carbamate NC([C@H](CN1C(NC2=C1C=CC=C2)=O)NC(OC(C)(C)C)=O)=O